CN(C1CCN(CC1)C1=C(C=C(C=C1)C1=CC=C2N=CC=3N(C2=C1)C(=NC3C)C(C)C)F)C N,N-dimethyl-1-(2-fluoro-4-(1-isopropyl-3-methylimidazo[1,5-a]quinoxalin-8-yl)phenyl)piperidin-4-amine